4-[o-methyl-p-N,N-bis(chloroethyl)aminophenyl]-2,6-bis(trichloromethyl)-s-triazine CC1=C(C=CC(=C1)N(CCCl)CCCl)C1=NC(=NC(=N1)C(Cl)(Cl)Cl)C(Cl)(Cl)Cl